3-[4-[[(1S,5R)-3-Azabicyclo[3.1.0]hexan-6-yl]carbamoyl]phenyl]-1-sulfamoyl-pyrrole-2-carboxylic acid [C@H]12CNC[C@@H]2C1NC(=O)C1=CC=C(C=C1)C1=C(N(C=C1)S(N)(=O)=O)C(=O)O